2,3-dimethoxy-1-naphthonitrile COC1=C(C2=CC=CC=C2C=C1OC)C#N